OCC1CC(C1)O 3-hydroxymethylcyclobutan-1-ol